1-fluoro-3-iodopropane FCCCI